CC1=CC=C(C=C1)S(=O)(=O)OCCN1N=CC2=C(C=CC=C12)[N+](=O)[O-] 2-(4-nitroindazol-1-yl)ethyl 4-methylbenzenesulfonate